2-[2-[[2-[4-[6-(dimethylamino)pyridin-3-yl]-2-(trifluoromethyl)phenyl]-1,3-benzothiazol-6-yl]-[(2-methylpropan-2-yl)oxycarbonyl]amino]ethoxy]ethyl 4-methylbenzenesulfonate CC1=CC=C(C=C1)S(=O)(=O)OCCOCCN(C(=O)OC(C)(C)C)C1=CC2=C(N=C(S2)C2=C(C=C(C=C2)C=2C=NC(=CC2)N(C)C)C(F)(F)F)C=C1